C1(CCCC1)C(=O)N1CC2(CC1)CN(CC2)C2=C(C=C(C=C2)C=2C=NN(C2)C2OCCCC2)F cyclopentyl-(7-(2-fluoro-4-(1-(tetrahydro-2H-pyran-2-yl)-1H-pyrazol-4-yl)phenyl)-2,7-diazaspiro[4.4]nonan-2-yl)methanone